O[C@H]1[C@@H](CCCC1)NC=1N=NC(=C2C1C=NC=C2)C2=C(C=C(C=C2)OC(F)(F)F)O 2-[4-[[(1R,2R)-2-hydroxycyclohexyl]amino]pyrido[3,4-d]pyridazin-1-yl]-5-(trifluoromethoxy)phenol